C(C)(C)(C)OC(=O)N[C@@H]1CN(C[C@H]1O)C(=O)OCC1=CC=CC=C1 benzyl trans-3-[[(tert-butoxy) carbonyl] amino]-4-hydroxypyrrolidine-1-carboxylate